2-amino-5-(2-(2-aminoethoxy)pyridin-4-yl)-3'-hydroxy-2',6'-dimethyl-[1,1'-biphenyl]-3-carboxamide NC1=C(C=C(C=C1C(=O)N)C1=CC(=NC=C1)OCCN)C1=C(C(=CC=C1C)O)C